ClC1=C(C=C(N=N1)N[C@H]1[C@H](CCCC1)O)C (1S,2R)-2-((6-chloro-5-methylpyridazin-3-yl)amino)cyclohexan-1-ol